2-fluoro-5-[(4-oxo-3,4-dihydrophthalazin-1-yl)methyl]benzonitrile FC1=C(C#N)C=C(C=C1)CC1=NNC(C2=CC=CC=C12)=O